TRIS(trimethylsiloxy)silylpropylsilane (trispropylmethacrylate) C(CC)C(C(C(=O)O)=C)(CCC)CCC.C[Si](O[Si](O[Si](C)(C)C)(O[Si](C)(C)C)CCC[SiH3])(C)C